p-bromobenzene lithium [Li].BrC1=CC=CC=C1